FC=1C=C(C2=C([C@H]3N(C[C@@H](O2)C3)C(=O)C3(CCN(CC3)C3=NC=CC(=N3)C#N)F)C1)F 2-(4-((2S,5S)-7,9-difluoro-2,3,4,5-tetrahydro-2,5-methanobenzo[f][1,4]oxazepine-4-carbonyl)-4-fluoropiperidin-1-yl)pyrimidine-4-carbonitrile